3-(3-azabicyclo[3.1.0]hexan-3-yl)-4-((N,N-dimethylsulfamoyl)carbamoyl)-5-fluorobenzoic acid C12CN(CC2C1)C=1C=C(C(=O)O)C=C(C1C(NS(N(C)C)(=O)=O)=O)F